3-acetyl-6,8-dichlorocoumarin C(C)(=O)C=1C(OC2=C(C=C(C=C2C1)Cl)Cl)=O